C1(CC1)CN1C(C2=CC(=CC=C2C1)C1=CC=C2C=NC(=NC2=C1)NC1=C(C=C2CCNCC2=C1)OC)=O 2-(cyclopropylmethyl)-6-{2-[(6-methoxy-1,2,3,4-tetrahydroisoquinolin-7-yl)amino]quinazolin-7-yl}-2,3-dihydro-1H-isoindol-1-one